lithium-iron iodide [Fe](I)I.[Li]